NC/C(/COC1=CC2=C(N=C(S2)NCCC)C=C1)=C\F (E)-6-((2-(aminomethyl)-3-fluoroallyl)oxy)-N-propylbenzo[d]thiazol-2-amine